C(C1=CC=CC=C1)(=O)N1C(N(C=CC1=O)[C@@H]1O[C@@H]([C@H]([C@H]1CC#N)O[Si](C)(C)C(C)(C)C)CO)=O 2-((2R,3R,4S,5R)-2-(3-benzoyl-2,4-dioxo-3,4-dihydropyrimidin-1(2H)-yl)-4-((tert-butyldimethylsilyl)oxy)-5-(hydroxymethyl)tetrahydrofuran-3-yl)acetonitrile